FC1=CC=C2NC=C3C2=C1C1=CC(CN([C@@H]1C3)C([2H])([2H])[2H])=O (R)-1-fluoro-7-(methyl-d3)-6,6a,7,8-tetrahydroindolo[4,3-fg]quinolin-9(4H)-one